C1(CCCCC1)C1=CC=C(C=C1)NC=1C2=C(N=C(N1)N1CC(OCC1)C(C)C)C(N(C2)C(C)C)=O 4-[(4-cyclohexylphenyl)amino]-6-(propan-2-yl)-2-[2-(propan-2-yl)morpholin-4-yl]-5,6-dihydro-7H-pyrrolo[3,4-d]pyrimidin-7-one